C12CC3CCC(C31)C2 tricyclo[4.1.1.0(3,7)]octane